tert-Butyl N-(2-bromo-4-methoxy-5-methyl-3-pyridyl)carbamate BrC1=NC=C(C(=C1NC(OC(C)(C)C)=O)OC)C